(3aR,6aS)-5-(1-(Cyclopropylmethyl)-6-((trimethylsilyl)ethynyl)-1H-pyrazolo[3,4-d]pyrimidin-4-yl)hexahydro-1H-furo[3,4-c]pyrrole C1(CC1)CN1N=CC=2C1=NC(=NC2N2C[C@@H]1[C@H](C2)COC1)C#C[Si](C)(C)C